3-(N-(2-(1H-indol-3-yl)ethyl)sulfamoyl)-4-methoxy-N,N-dipropylbenzamide N1C=C(C2=CC=CC=C12)CCNS(=O)(=O)C=1C=C(C(=O)N(CCC)CCC)C=CC1OC